C(O)CC(CCO)CO 1,2,3-trimethylolpropane